tert-butyl (6-chloro-4-(trifluoromethyl)-2,3-dihydro-1H-inden-2-yl)carbamate ClC1=CC(=C2CC(CC2=C1)NC(OC(C)(C)C)=O)C(F)(F)F